ClC=1C=CC(=C(C1)O)CN(C1CCNCC1)C 5-chloro-2-[[methyl(4-piperidyl)amino]methyl]phenol